3-(7'-oxo-3',4',7',9'-tetrahydro-8'H-spiro[azetidine-3,2'-pyrano[2,3-e]isoindol]-8'-yl)piperidine-2,6-dione hydrochloride Cl.O=C1N(CC2=C3C(=CC=C12)CCC1(O3)CNC1)C1C(NC(CC1)=O)=O